C1(=CC=CC=C1)C1C2=C(C(OC1)CN1CCNCC1)SC=C2 4-((4-phenyl-4,7-dihydro-5H-thieno[2,3-c]pyran-7-yl)methyl)piperazine